1-[8-(cyclopentylamino)-1,7-naphthyridin-6-yl]pentan-1-one C1(CCCC1)NC=1N=C(C=C2C=CC=NC12)C(CCCC)=O